C[Si](C)(C)N([Si](C)(C)C)[Ce](N([Si](C)(C)C)[Si](C)(C)C)N([Si](C)(C)C)[Si](C)(C)C Tris(bis(trimethylsilyl)amino)cerium